O=C1NC2=CC=C(C=C2C12CCN(CC2)CCOC=2C=C1CCN3[C@@H](C1=CC2)CCC3=O)C#N (R)-2-oxo-1'-(2-((3-oxo-1,2,3,5,6,10b-hexahydropyrrolo[2,1-a]isoquinolin-8-yl)oxy)ethyl)spiro[indoline-3,4'-piperidine]-5-carbonitrile